6,6-bis(methyl-d3)-3-azabicyclo[3.1.0]hexane-2-d-2-carboxamide C(C1(C2CNC(C12)(C(=O)N)[2H])C([2H])([2H])[2H])([2H])([2H])[2H]